2-[(Z)-(5-fluoro-2-oxo-1H-indol-3-ylidene)methyl]-3-methyl-6,7-dihydro-1H-pyrrolo[3,2-c]pyridin-4-one FC=1C=C2/C(/C(NC2=CC1)=O)=C/C1=C(C=2C(NCCC2N1)=O)C